rac-(1S*,2S*)-2-(5-chloro-2-(1H-tetrazol-1-yl)phenyl)-N-(6-(((6-cyclopropyl-imidazo[1,2-a]pyridin-2-yl)methyl)amino)pyrimidin-4-yl)cyclopropane-1-carboxamide ClC=1C=CC(=C(C1)[C@@H]1[C@H](C1)C(=O)NC1=NC=NC(=C1)NCC=1N=C2N(C=C(C=C2)C2CC2)C1)N1N=NN=C1 |r|